ClC(C(=O)[O-])(Cl)Cl.ClC(C(=O)[O-])(Cl)Cl.C1(=CC=CC=C1)[Bi+2](C1=CC=CC=C1)C1=CC=CC=C1 triphenylbismuth (V) bis(trichloroacetate)